2-(4-thiazolyl)-1H-benzimidazole S1C=NC(=C1)C1=NC2=C(N1)C=CC=C2